methyl 8-fluoro-2-(7-oxaspiro[3.5]nonan-2-yl)-1,2,3,4-tetrahydroisoquinoline-6-carboxylate FC=1C=C(C=C2CCN(CC12)C1CC2(C1)CCOCC2)C(=O)OC